CC1=C(C2=CC=CC=C2C=C1)C1=NC=CC=C1 (methylnaphthalenyl)pyridine